FC12C(CC3(C(C(CC3C1CCC1=CC=CCC21C)C)(C(CO)=O)O)C)O 9-fluoro-11,17-dihydroxy-17-(2-hydroxyacetyl)-10,13,16-trimethyl-6,7,8,9,10,11,12,13,14,15,16,17-dodecahydrocyclopenta[a]phenanthrene